tert-butyl N-[(3S,6R)-6-methyl-3-piperidyl]carbamate C[C@@H]1CC[C@@H](CN1)NC(OC(C)(C)C)=O